C(#N)C1=CC(=C(COC2=CC=CC(=N2)COC2CCN(CC2)CC2=NC3=C(N2C[C@H]2OCC2)C=C(C=C3)C(=O)OC)C=C1)F methyl (S)-2-((4-((6-((4-cyano-2-fluorobenzyl)oxy)pyridin-2-yl)methoxy)piperidin-1-yl)methyl)-1-(oxetan-2-ylmethyl)-1H-benzo[d]imidazole-6-carboxylate